[Cl].[F].[Zn].[Pb] lead-zinc fluorine chlorine